FC(OC1=C(C=C(C=C1)S(=O)(=O)C1=CC(=CC=C1)O)C1=NN(C=C1NC(=O)C=1C=NN2C1N=CC=C2)C)F N-(3-(2-(difluoromethoxy)-5-((3-hydroxyphenyl)sulfonyl)phenyl)-1-methyl-1H-pyrazol-4-yl)pyrazolo[1,5-a]pyrimidine-3-carboxamide